OC1=C(C=C(C=C1)/C=C/C(=O)C1=CC=C(C=C1)OCCC(C)C)[N+](=O)[O-] (E)-3-(4-Hydroxy-3-nitrophenyl)-1-[4-(3-methylbutoxy)phenyl]prop-2-en-1-one